3-(3-chloro-2-ethylanilino)-2-(3-{[(2S)-1,4-dioxan-2-yl]methoxy}pyridin-4-yl)-1,5,6,7-tetrahydro-4H-pyrrolo[3,2-c]pyridin-4-one ClC=1C(=C(NC2=C(NC3=C2C(NCC3)=O)C3=C(C=NC=C3)OC[C@H]3OCCOC3)C=CC1)CC